CC=1C=CC=C2C(=C(NC12)C(=O)O)C1=CC=C(C=C1)OC(F)(F)F 7-methyl-3-(4-(trifluoromethoxy)phenyl)-1H-indole-2-carboxylic acid